N-(5-(3-(9H-purin-6-yl)pyridin-2-ylamino)-2-methoxyphenyl)-3-(trifluoromethyl)benzamid N1=CN=C2NC=NC2=C1C=1C(=NC=CC1)NC=1C=CC(=C(C1)NC(C1=CC(=CC=C1)C(F)(F)F)=O)OC